1,6,7-trimethylquinoxaline-2(1H)-one CN1C(C=NC2=CC(=C(C=C12)C)C)=O